COC(CO)COC 2,3-dimethylglycerol